ClC=1C=C2NC=3CC(CC(C3C(C2=CC1)=O)=O)C1CC1 6-chloro-3-cyclopropyl-3,4-dihydroacridine-1,9(2H,10H)-dione